NC=1C(=NC=CC1)C1=NC=CC=C1O 3-amino-3'-hydroxy-2,2'-bipyridine